OC(C#C)C=1N(C(=CC1)C)C1=CC=C(C#N)C=C1 4-(2-(1-hydroxyprop-2-yn-1-yl)-5-methyl-1H-pyrrol-1-yl)benzonitrile